COC(CCCCCCCCCCCCCCCCCCCC)=O heneicosanoic acid methyl ester